2-sulfonylpyrimidine-4-amide S(=O)(=O)=C1NC=CC(=N1)C(=O)N